(2-(2,6-dioxopiperidin-3-yl)-1-oxoisoindolin-4-yl)methyl trifluoromethanesulfonate FC(S(=O)(=O)OCC1=C2CN(C(C2=CC=C1)=O)C1C(NC(CC1)=O)=O)(F)F